ethyl 6-chloro-1H-pyrrolo[2,3-b]pyridine-2-carboxylate ClC1=CC=C2C(=N1)NC(=C2)C(=O)OCC